C[C@@H]1C[C@H](C2=NN(C(=C21)C(F)(F)F)CC(=O)N2[C@@H]([C@@H](CC2)N2CCOCC2)C2=C(C(=CC=C2)OC)C)C 2-[(4R,6R)-4,6-Dimethyl-3-(trifluoromethyl)-5,6-dihydro-4H-cyclopenta[c]pyrazol-2-yl]-1-[(2R,3R)-2-(3-methoxy-2-methyl-phenyl)-3-morpholino-pyrrolidin-1-yl]ethanone